C(=O)=C/C=C/C1=C(C=O)C=CC=C1 (E)-2-(3-carbonyl-propenyl)benzaldehyde